ClC1=CC(=C(N=N1)C#CC1CC2(CN(C2)C(=O)OC(C)(C)C)C1)NC1CCC1 tert-butyl 6-{2-[6-chloro-4-(cyclobutylamino) pyridazin-3-yl]ethynyl}-2-azaspiro[3.3]heptane-2-carboxylate